2-((4-(2-(2,4-dichlorophenyl)-4-fluoro-2H-chromen-8-yl)piperidin-1-yl)methyl)-3-(((S)-oxetan-2-yl)methyl)-3H-imidazolo[4,5-b]pyridine-5-carboxylic acid ClC1=C(C=CC(=C1)Cl)C1OC2=C(C=CC=C2C(=C1)F)C1CCN(CC1)CC1=NC=2C(=NC(=CC2)C(=O)O)N1C[C@H]1OCC1